FC1=C2NC(C(NC2=C(C=C1F)C)=S)(C)C 5,6-difluoro-3,3,8-trimethyl-3,4-dihydroquinoxaline-2(1H)-thione